tert-butyl 4,4-difluoro-3-(6-methoxy-5-(2,2,2-trifluoroethyl)pyridin-3-yl)piperidine-1-carboxylate FC1(C(CN(CC1)C(=O)OC(C)(C)C)C=1C=NC(=C(C1)CC(F)(F)F)OC)F